(E)-4-(2-bromo-3-(2-(dimethylamino)vinyl)-6-fluoro-4-nitrophenoxy)picolinonitrile BrC1=C(OC2=CC(=NC=C2)C#N)C(=CC(=C1\C=C\N(C)C)[N+](=O)[O-])F